diethyl 2-(((4-bromo-2-fluorophenyl)amino)methylene)malonate BrC1=CC(=C(C=C1)NC=C(C(=O)OCC)C(=O)OCC)F